Cl.NC1CC2(CC(C2)CC(=O)OCC)C1 (Sa)-Ethyl 2-(6-aminospiro[3.3]heptan-2-yl)acetate hydrochloride